ClC1=C(C=NN(C1=O)C)N[C@@H]1C[C@@H](CN(C1)C)C1=CC=C(C(=O)N2CCC3(CN(C3)C3=CC(=C(C=C3)C3C(NC(CC3)=O)=O)F)CC2)C=C1 3-[4-[7-[4-[(3R,5R)-5-[(5-chloro-1-methyl-6-oxo-pyridazin-4-yl)amino]-1-methyl-3-piperidyl]benzoyl]-2,7-diazaspiro[3.5]nonan-2-yl]-2-fluoro-phenyl]piperidine-2,6-dione